octopine NC(=N)NCCCC(C(=O)O)NC(C)C(=O)O